C(C)(=O)N(C1=C(C=C(C=C1)C1=CC=C(C=N1)C(=O)O)C(=O)OC)CC1CC1 6-[4-[Acetyl(cyclopropylmethyl)amino]-3-methoxycarbonyl-phenyl]pyridine-3-carboxylic acid